7-((2R,3R,4S,5S)-5-fluoro-3,4-dihydroxy-5-(hydroxymethyl)tetrahydrofuran-2-yl)-4-methoxy-7H-pyrrolo[2,3-d]pyrimidine-5-carboxamide F[C@]1([C@H]([C@H]([C@@H](O1)N1C=C(C2=C1N=CN=C2OC)C(=O)N)O)O)CO